diethanolamine p-methoxyhydrocinnamate salt COC1=CC=C(CCC(=O)O)C=C1.N(CCO)CCO